(6-(4-Cyclopropyl-3-methylbenzyl)-2-azaspiro[3.3]heptan-2-yl)((1s,3s)-3-hydroxy-3-methylcyclobutyl)methanone C1(CC1)C1=C(C=C(CC2CC3(CN(C3)C(=O)C3CC(C3)(C)O)C2)C=C1)C